di(1,1-dimethylpropyl) peroxide CC(CC)(C)OOC(CC)(C)C